ClC1=CC2=C(N(C(N=C2N2C[C@H](N(C[C@H]2C)C(=O)OC(C)(C)C)C)=O)C2=C(C=CC=C2)C(C)C)N=C1C1=C(C=CC=C1)F tert-Butyl (2R,5r)-4-(6-chloro-7-(2-fluorophenyl)-1-(2-isopropylphenyl)-2-oxo-1,2-dihydropyrido[2,3-d]pyrimidin-4-yl)-2,5-dimethylpiperazine-1-carboxylate